C1(CC1)C1=NOC(=N1)C(C1=CC=C(C=C1)F)N1[C@@H](CN[C@H](C1)C)C 3-cyclopropyl-5-(((2r,5s)-2,5-dimethylpiperazin-1-yl)(4-fluorophenyl)methyl)-1,2,4-oxadiazole